1,2-dilauroyl-rac-glycerol C(CCCCCCCCCCC)(=O)OC[C@H](OC(CCCCCCCCCCC)=O)CO |r|